BrC1=CC=C(C=C1)C=1OC(=C(N1)C1=CC=C(C=C1)F)[C-]1OC(=CN1CCC1=CC2=C(NC(N2)=O)C=C1)C (2S,5R)-2-(2-(4-bromophenyl)-4-(4-fluorophenyl)oxazol-5-yl)-5-methyl-3-(2-(2-oxo-2,3-dihydro-1H-benzo[d]imidazol-5-yl)ethyl)oxazolid